4-[5-[(3S)-3-aminopyrrolidine-1-carbonyl]-2-[2-fluoro-4-(2-hydroxy-2-methylpropyl)phenyl]phenyl]-2-fluoro-benzonitrile mono-oxalate C(C(=O)O)(=O)O.N[C@@H]1CN(CC1)C(=O)C=1C=CC(=C(C1)C1=CC(=C(C#N)C=C1)F)C1=C(C=C(C=C1)CC(C)(C)O)F